C(C=C)[C@H]1C=C[C@@H]([C@@H](O1)CO[Si](C(C)C)(C(C)C)C(C)C)O (2S,3S,6S)-6-allyl-2-{[(triisopropylsilyl)oxy]methyl}-3,6-dihydro-2H-pyran-3-ol